O=C1NC(CCC1N1C(C2=CC=C(C=C2C1)O[C@H]1CCCC([C@@H]1N1CC(C1)C1CCN(CC1)C(=O)C1(CC1)C#N)(F)F)=O)=O 1-(4-(1-((1R,6S)-6-((2-(2,6-dioxopiperidin-3-yl)-1-oxo-isoindolin-5-yl)oxy)-2,2-difluorocyclohexyl)azetidin-3-yl)piperidine-1-carbonyl)-cyclopropane-1-carbonitrile